FC1(CNC(N(C1)[C@H](COC)C1=CC=2N(N=C1)C=C(N2)[C@H](CCC(C(F)(F)F)(C)C)NC(OC(C)(C)C)=O)=O)F tert-butyl ((S)-1-(7-((S)-1-(5,5-difluoro-2-oxotetrahydropyrimidin-1(2H)-yl)-2-methoxyethyl)imidazo[1,2-b]pyridazin-2-yl)-5,5,5-trifluoro-4,4-dimethylpentyl)carbamate